5-deoxy-kaempferol O1C(=C(O)C(=O)C2=CC=C(O)C=C12)C1=CC=C(O)C=C1